O(S(=O)(=O)O)C1=CC=C(C=C1)N[C@@H](CO)C(=O)O (2S,3R)-p-sulfoxyphenylserine